COC([C@@H](CC1=CC=C(C=C1)N)NC(CC)=O)=O (2R)-3-(4-aminophenyl)-2-propanamido-propionic acid methyl ester